5-Fluoro-2-((((cis)-4-methoxycyclohexyl)thio)methyl)-7-((tetrahydro-2H-pyran-4-yl)methoxy)quinazolin-4(3H)-one FC1=C2C(NC(=NC2=CC(=C1)OCC1CCOCC1)CS[C@@H]1CC[C@@H](CC1)OC)=O